FC1=C(C(=CC=C1)OC)C1=C2C(=CN=C1)N(N=C2C(=O)O)COCC[Si](C)(C)C (2-fluoro-6-methoxyphenyl)-1-((2-(trimethylsilyl)ethoxy)methyl)-1H-pyrazolo[3,4-c]pyridine-3-carboxylic acid